Racemic-4-((1H-indazol-5-yl)sulfonyl)-N-(1-(5-fluoropyrimidin-2-yl)-3-(methoxymethyl)pyrrolidin-3-yl)-1,5-dimethyl-1H-pyrrole-2-carboxamide N1N=CC2=CC(=CC=C12)S(=O)(=O)C=1C=C(N(C1C)C)C(=O)N[C@]1(CN(CC1)C1=NC=C(C=N1)F)COC |r|